C1(CCC1)CN(C(OC(C)(C)C)=O)C1CN(CCC1)C1=CN=C(S1)CO tert-butyl N-(cyclobutylmethyl)-N-[1-[2-(hydroxymethyl)thiazol-5-yl]-3-piperidyl]carbamate